Nonafluorobiphenyl FC=1C(=C(C(=C(C1)C1=C(C(=C(C(=C1F)F)F)F)F)F)F)F